FC=1C(=NC=CC1CC=1C(OC2=CC(=CC=C2C1C)OC=1SC=NN1)=O)NS(=O)(=O)C N-[3-fluoro-4-[[4-methyl-2-oxo-7-(1,3,4-thiadiazol-2-yloxy)chromen-3-yl]methyl]-2-pyridyl]methanesulfonamide